C(C)OC1=C(C=CC(=C1)COC(CCC)CCC)O 2-ethoxy-4-((heptan-4-yloxy)methyl)phenol